N[C@H](C(=O)NCCC1C(N(C2=CC=C(C=C12)F)C1CCN(CC1)C1CCC(CC1)C(C)C)=O)CCCNC(=N)N (2S)-2-amino-N-(2-(5-fluoro-1-(1-((1s,4R)-4-isopropylcyclohexyl)piperidin-4-yl)-2-oxoindolin-3-yl)ethyl)-5-guanidinopentanamide